amino-epsilon-caprolactam hydrochloride Cl.NC1C(=O)NCCCC1